CC1(OB(OC1(C)C)C=1C=NC(=NC1)C12OCC(NC1)C2)C (5-(4,4,5,5-tetramethyl-1,3,2-dioxaborolan-2-yl)pyrimidin-2-yl)-2-oxa-5-azabicyclo[2.2.1]heptane